(2R,4S)-4-hydroxy-1-[(2S)-2-[4-(4-isopropylcyclohexyl)triazol-1-yl]-3,3-dimethyl-butyryl]-N-methyl-pyrrolidine-2-carboxamide O[C@H]1C[C@@H](N(C1)C([C@H](C(C)(C)C)N1N=NC(=C1)C1CCC(CC1)C(C)C)=O)C(=O)NC